2-[5-[5-(tert-Butoxycarbonylamino)-4-cyano-1-isopropyl-pyrazol-3-yl]-2-pyridyl]propanoic acid C(C)(C)(C)OC(=O)NC1=C(C(=NN1C(C)C)C=1C=CC(=NC1)C(C(=O)O)C)C#N